6-((3-methoxy-4-((6-propylpyridin-3-yl)methoxy)phenyl)amino)-3-morpholino-quinoxaline-5-carbonitrile COC=1C=C(C=CC1OCC=1C=NC(=CC1)CCC)NC1=C(C=2N=C(C=NC2C=C1)N1CCOCC1)C#N